(S)-7-((S)-4-acryloyl-2-methylpiperazin-1-yl)-9-chloro-10-(2,4-difluorophenyl)-2,3-dihydro-5H-[1,4]thiazino[2,3,4-ij]quinazolin-5-one C(C=C)(=O)N1C[C@@H](N(CC1)C1=NC(N2C3=C(C(=C(C=C13)Cl)C1=C(C=C(C=C1)F)F)SCC2)=O)C